C(CCCCCC)O[C@H]1CN(C[C@@H]1NC(=O)NCCCCC)C(=O)C1=CC=C(C(=O)N2C[C@H]([C@@H](C2)C(=O)N[C@@H]2[C@H](C2)C2=CC=CC=C2)C(=O)N[C@@H]2[C@H](C2)C2=CC=CC=C2)C=C1 (3S,4S)-1-(4-((3S,4S)-3-(heptyloxy)-4-(3-pentylureido)pyrrolidine-1-carbonyl)benzoyl)-N3,N4-bis((1S,2R)-2-phenylcyclopropyl)pyrrolidine-3,4-dicarboxamide